2-(2-Aminopyridin-4-yl)-N-(6-methoxy-2-(piperidin-4-yl)-2H-indazol-5-yl)oxazole-4-carboxamide trifluoroacetate FC(C(=O)O)(F)F.NC1=NC=CC(=C1)C=1OC=C(N1)C(=O)NC1=CC2=CN(N=C2C=C1OC)C1CCNCC1